ClC1=C(C(=O)NC2=C3C=NN(C3=CC=C2)C=2C=NC=C(C2)C(F)(F)F)C=C(C=C1)CNC(=O)C1CCCC1 2-Chloro-5-{[(cyclopentylcarbonyl)amino]methyl}-N-{1-[5-(trifluoromethyl)pyridin-3-yl]-1H-indazol-4-yl}benzamide